FC1=C(OCC2=CC=C(C(=O)N(C)C)C=C2)C=CC(=C1F)CN1CC2=CC=CC=C2C1 4-((2,3-Difluoro-4-(isoindolin-2-ylmethyl)phenoxy)methyl)-N,N-dimethylbenzamide